[Pt+2].C[Si](C(C(C(F)(F)F)=O)C(C(F)(F)F)=O)(OC)OC.C[Si](C(C(C(F)(F)F)=O)C(C(F)(F)F)=O)(OC)OC bis[3-(methyldimethoxysilyl)1,1,1,5,5,5-hexafluoro-2,4-pentanedione] platinum (II)